FC1(CCN(CC1)C1=NC(=C(C=2N1C=NN2)F)NC(C2=C(C=C(C=C2)NS(=O)(=O)CCO)N2CCC1(CC1)CC2)=O)F N-(5-(4,4-difluoropiperidin-1-yl)-8-fluoro-[1,2,4]triazolo[4,3-c]pyrimidin-7-yl)-4-(2-hydroxyethylsulfonylamino)-2-(6-azaspiro[2.5]octane-6-yl)benzamide